C(C=1OC=CN1)([2H])([2H])[2H] 2-(methyl-d3)oxazol